(2R,6R)-4-({2-fluoro-6-[(imidazo[1,2-a]pyridin-8-yl)oxy]phenyl}methyl)-6-methyl-1-(2-methylpropanoyl)-N-{[4-(pyrimidin-2-yl)phenyl]methyl}piperazine-2-carboxamide FC1=C(C(=CC=C1)OC=1C=2N(C=CC1)C=CN2)CN2C[C@@H](N([C@@H](C2)C)C(C(C)C)=O)C(=O)NCC2=CC=C(C=C2)C2=NC=CC=N2